aminopropyl-trisilane NCCC[SiH2][SiH2][SiH3]